2,5-diphenyl-tetrazolium bromate Br(=O)(=O)[O-].C1(=CC=CC=C1)N1[NH+]=C(N=N1)C1=CC=CC=C1